OC=1C=C(C(=O)N(N)C)C=CC1O 3,4-dihydroxy-N-methylbenzoyl-hydrazine